Cl.NC(C(=O)OC)CC1C(NCCC1)=O methyl 2-amino-3-(2-oxopiperidin-3-yl)propanoate monohydrochloride